N-cyclopropyl-N-(2-cyclopropyl-5-fluorobenzyl)-3-(difluoromethyl)-5-fluoro-1-methyl-pyrazole-4-amide C1(CC1)N(C(=O)C=1C(=NN(C1F)C)C(F)F)CC1=C(C=CC(=C1)F)C1CC1